(3R,4R)-1-cyclopropylmethyl-4-{[3-(2,4-difluoro-phenyl)-isoxazole-5-carbonyl]-amino}-piperidine-3-carboxylic acid (2-methoxy-1,1-dimethyl-ethyl)-amide COCC(C)(C)NC(=O)[C@@H]1CN(CC[C@H]1NC(=O)C1=CC(=NO1)C1=C(C=C(C=C1)F)F)CC1CC1